C(C1=CC=CC=C1)N(CCNCCF)CC1=CC=CC=C1 N,N-Dibenzyl-N'-(2-fluoro-ethyl)-ethane-1,2-diamine